BrC=1C=C(N)C=C(C1)C(F)(F)F 3-bromo-5-trifluoromethyl-aniline